C(C)OC=1C=C(C=2N(C1)N=C1C2C=NN1)C=1C=CC(=NC1)N1CCC(CC1)(CN1CCN(CC1)CC)NC(CC(C)C)=O N-(1-(5-(6-ethoxy-1H-pyrazolo[3',4':3,4]pyrazolo[1,5-a]pyridin-4-yl)pyridin-2-yl)-4-((4-ethylpiperazin-1-yl)methyl)piperidin-4-yl)-3-methylbutanamide